3-(allyloxy)propen C(C=C)OCC=C